methyl-pentylketone CC(=O)CCCCC